1-(4-(4-(3-(3-fluoro-4-((4-methylpyrimidin-2-yl)oxy)phenyl)-6-(1-methyl-1H-pyrazol-4-yl)pyrazolo[1,5-a]pyridin-4-yl)phenyl)piperazin-1-yl)prop-2-en-1-one FC=1C=C(C=CC1OC1=NC=CC(=N1)C)C=1C=NN2C1C(=CC(=C2)C=2C=NN(C2)C)C2=CC=C(C=C2)N2CCN(CC2)C(C=C)=O